BrC=1C(=NC(=CN1)N1CCC(CC1)(C)NC(=O)OC(C)(C)C)N(C(OC(C)(C)C)=O)C(=O)OC(C)(C)C tert-butyl (3-bromo-6-(4-((tert-butoxycarbonyl)amino)-4-methylpiperidin-1-yl)pyrazin-2-yl)(tert-butoxycarbonyl)carbamate